BrC1=CC=C(C=C1)[C@@H]1[C@H]([C@@H](CCC1)C(NC1=CC=C(C=C1)C(C)C)=O)C(=O)O (1R,2S,6R)-2-(4-bromophenyl)-6-((4-isopropylphenyl)carbamoyl)cyclohexane-1-carboxylic acid